oxysulfide gadolinium [Gd].O=S